1-benzyl-6-chloro-7-((3,4-dihydroquinolin-1(2H)-yl)methyl)-5-oxo-8-(3-(trifluoromethyl)phenyl)-1,2,3,5-tetrahydroimidazo[1,2-a]pyridine-3-carboxylic acid C(C1=CC=CC=C1)N1CC(N2C1=C(C(=C(C2=O)Cl)CN2CCCC1=CC=CC=C21)C2=CC(=CC=C2)C(F)(F)F)C(=O)O